N1(CCCCC1)C1CCN(CC1)C1=NC=C(C=C1NS(=O)(=O)C1CC1)Br N-(2-([1,4'-Bipiperidin]-1'-yl)-5-bromopyridin-3-yl)cyclopropane-sulfonamide